BrC=1C(=C(C=C(C1F)Cl)C(C)C1=NC(=C2N1C=CN=C2Cl)C)OC(C)C 3-(1-(3-bromo-5-chloro-4-fluoro-2-isopropoxyphenyl)ethyl)-8-chloro-1-methylimidazo[1,5-a]pyrazine